CC1(N=C2N(C3=CC=C(C=C13)N)CN=N2)NC2=CC=CC=C2 5-methyl-N5-phenyl-[1,2,4]triazolo[4,3-a]quinazolin-5,7-diamine